8-chloro-2-(2-hydroxy-4-methyl-phenyl)chromen-4-one ClC=1C=CC=C2C(C=C(OC12)C1=C(C=C(C=C1)C)O)=O